COC=1C=CC(=NC1)S(=O)(=O)C=1C=C2C=NN(C(C2=CC1)=O)CC=1C=NC(=CC1)OC 6-(5-methoxypyridin-2-ylsulfonyl)-2-((6-methoxypyridin-3-yl)methyl)phthalazin-1(2H)-one